FC1=CC(=CC2=CC=3C[C@@](CCC3N=C12)(C(C)C)F)C(=O)OCC ethyl (S)-4,7-difluoro-7-isopropyl-5,6,7,8-tetrahydroacridine-2-carboxylate